N[C@H](CC=1C=C2N(N=C(C=C2NCC=2SC=CC2)Cl)C1Cl)COC(F)F (R)-6-(2-amino-3-(difluoromethoxy)propyl)-2,7-dichloro-N-(thiophen-2-ylmethyl)pyrrolo[1,2-b]pyridazin-4-amine